O[C@H](COC1=CC(=NC(=C1)S(=O)(=O)C)NC1=C(C=NC(=C1)NC(C)=O)C1=NC=C(C=C1)C(F)(F)F)C (S)-N-(4'-((4-(2-hydroxypropoxy)-6-(methylsulfonyl)pyridin-2-yl)amino)-5-(trifluoromethyl)-[2,3'-bipyridin]-6'-yl)acetamide